methyl 1-{3-chloro-4-[(3,5-difluoropyridin-2-yl)methoxy]-5',6-dimethyl-2-oxo-[1,4'-bipyridin]-2'-yl}pyrazole-3-carboxylate ClC=1C(N(C(=CC1OCC1=NC=C(C=C1F)F)C)C1=CC(=NC=C1C)N1N=C(C=C1)C(=O)OC)=O